3-amino-N-(2,6-dioxopiperidin-3-yl)benzenesulfonamide NC=1C=C(C=CC1)S(=O)(=O)NC1C(NC(CC1)=O)=O